CC(CS(=O)(=O)O)=C 2-methyl-2-propene-1-sulphonic acid